C1(CC1)C1=CC(=C(C=C1)N(C=1C=C(C(=O)N2CCN(CC2)CC2=NC3=C(N2C[C@H]2OCC2)C=C(C=C3)C(=O)O)C=CC1)C)C (S)-2-((4-(3-((4-Cyclopropyl-2-methylphenyl)(methyl)amino)benzoyl)piperazin-1-yl)methyl)-1-(oxetan-2-ylmethyl)-1H-benzo[d]imidazole-6-carboxylic acid